7-methoxy-2,4-dimethyl-1,2,3,4-tetrahydroisoquinoline COC1=CC=C2C(CN(CC2=C1)C)C